11-cyclopropyl-7-methylsulfonyl-10-oxo-1,9-diazatricyclo[6.3.1.04,12]dodeca-2,4,6,8(12)-tetraene-2-carboxylic acid ethyl ester C(C)OC(=O)C=1N2C(C(NC=3C(=CC=C(C1)C23)S(=O)(=O)C)=O)C2CC2